tridecyl 3,5-di-tert-butyl-4-hydroxybenzylthioacetate C(C)(C)(C)C=1C=C(CCC(=S)OCCCCCCCCCCCCC)C=C(C1O)C(C)(C)C